ClC=1C(=C(C=CC1)C=1C(N(C(N(C1)CC(N1CCC(CC1)N1C(NC2=C(CC1)C=CC=C2)=O)=O)=O)C)=O)C 5-(3-chloro-2-methyl-phenyl)-3-methyl-1-{2-oxo-2-[4-(2-oxo-1,2,4,5-tetrahydro-benzo[d][1,3]diazepin-3-yl)-piperidin-1-yl]-ethyl}-1H-pyrimidin-2,4-dion